N[C@H](C(=O)N[C@H](C(=O)NC1=CC=C(C=C1)CO)CCCCNC(C1=CC=C(C=C1)C)(C1=CC=CC=C1)C1=CC=CC=C1)CC1=CC=CC=C1 (S)-2-((S)-2-amino-3-phenylpropanamido)-6-((diphenyl(p-tolyl)methyl)amino)-N-(4-(hydroxymethyl)phenyl)hexanamide